ClC1=CC=C(C=C1)NC=1C=NC=CC1NC(=O)C1=CN=C(O1)N1CCN(CC1)C(=O)OC(C)(C)C tert-Butyl 4-[5-({3-[(4-chlorophenyl)amino]pyridin-4-yl}carbamoyl)-1,3-oxazol-2-yl]piperazine-1-carboxylate